O1CCC(CC1)OC1=CC=C(C=N1)OC(N(C(C)C=1C=C2C(N(CC2=CC1)C1C(N(C(CC1)=O)COCC[Si](C)(C)C)=O)=O)C)=O (6-((tetrahydro-2H-pyran-4-yl)oxy)pyridin-3-yl)methyl(1-(2-(2,6-dioxo-1-((2-(trimethylsilyl)ethoxy)methyl)piperidin-3-yl)-3-oxoisoindolin-5-yl)ethyl)carbamate